C(CCC=C)(=O)OC(CCC=C)=O 4-pentenoic anhydride